4-fluoro-1-(oxacyclohex-2-yl)-5-(4,4,5,5-tetramethyl-1,3,2-dioxaborolan-2-yl)-1H-indazole FC1=C2C=NN(C2=CC=C1B1OC(C(O1)(C)C)(C)C)C1OCCCC1